Benzyl (3R,4S)-3-methyl-4-((3,4,5-trifluorophenyl)carbamoyl)pyrrolidine-1-carboxylate C[C@H]1CN(C[C@H]1C(NC1=CC(=C(C(=C1)F)F)F)=O)C(=O)OCC1=CC=CC=C1